(5S,5'R)-5,5'-(((((3,3'-dichloro-[4,4'-bipyridine]-2,2'-diyl)bis(2-fluoro-6-methoxy-4,1-phenylene))bis(methylene))bis(azanediyl))bis(methylene))bis(pyrrolidin-2-one) ClC=1C(=NC=CC1C1=C(C(=NC=C1)C1=CC(=C(C(=C1)OC)CNC[C@H]1CCC(N1)=O)F)Cl)C1=CC(=C(C(=C1)OC)CNC[C@@H]1CCC(N1)=O)F